1-(5-tert-butyl-2H-pyrazol-3-yl)-3-[4-(5-{7-[2-(2,6-dioxopiperidin-3-yl)-1-oxo-2,3-dihydro-1H-isoindol-4-yl]-heptyloxy}-benzimidazol-1-yl)-phenyl]-urea C(C)(C)(C)C=1C=C(NN1)NC(=O)NC1=CC=C(C=C1)N1C=NC2=C1C=CC(=C2)OCCCCCCCC2=C1CN(C(C1=CC=C2)=O)C2C(NC(CC2)=O)=O